COC1=CC=C(C=C1)CN1N=C(C2=C1CC(C21OCCO1)=O)C(F)(F)F 1'-[(4-methoxyphenyl)methyl]-3'-(trifluoromethyl)spiro[1,3-dioxolan-2,4'-6H-cyclopenta[c]pyrazol]-5'-one